OC1CCCC(C=2C1=NC=CC2)=O 9-hydroxy-6,7,8,9-tetrahydro-5H-cyclohepta[b]pyridin-5-one